[Si](C)(C)(C(C)(C)C)OCC=1N=C(SC1)CC[C@H](C(C)C)N(C(OC(C)(C)C)=O)C tert-Butyl {(3R)-1-[4-({[tert-butyl(dimethyl)silyl]oxy}methyl)-1,3-thiazol-2-yl]-4-methylpentan-3-yl}-methylcarbamate